(1R,2S,5S)-3-(1,4-Dimethylindole-2-carbonyl)-N-[(1S)-1-formyl-2-[(3S)-2-oxopyrrolidin-3-yl]ethyl]-6,6-dimethyl-3-azabicyclo[3.1.0]hexane-2-carboxamide CN1C(=CC2=C(C=CC=C12)C)C(=O)N1[C@@H]([C@H]2C([C@H]2C1)(C)C)C(=O)N[C@@H](C[C@H]1C(NCC1)=O)C=O